5-(4-iodo-2-(6-azaspiro[2.5]octan-6-yl)phenyl)-1,2,4-oxadiazole IC1=CC(=C(C=C1)C1=NC=NO1)N1CCC2(CC2)CC1